NC1=NC(=CC(=C1O)I)Cl 2-amino-6-chloro-4-iodo-pyridin-3-ol